8-fluoro-3-isopropyl-2-oxido-isoquinolin-2-ium FC=1C=CC=C2C=C([N+](=CC12)[O-])C(C)C